methyl 5,6-diaminopyridine-3-carboxylate NC=1C=C(C=NC1N)C(=O)OC